FC1(C(C1)C1=C(C=O)C=CC=C1F)F (2,2-difluorocyclopropyl)-3-fluorobenzaldehyde